FC=1C=C(C=CC1S(=O)(=O)C)C1=NC2=C(N1C)C=C(C=C2C)C2CCN(CC2)C2CCN(CC2)CC(C)C 2-(3-Fluoro-4-(methylsulfonyl)phenyl)-6-(1'-isobutyl-[1,4'-bipiperidin]-4-yl)-1,4-dimethyl-1H-benzo[d]imidazol